C(C)(C)(C)OC(=O)N1CCC(CC1)C1=CC=C(C=C1)NC1=NC(=CN=C1C(N)=O)N1CC[N+](CC1)([O-])C.C(C)C1=NC(=CC(=N1)N)N ethyl-diaminopyrimidine Tert-Butyl-4-[4-[[3-carbamoyl-6-(4-methyl-4-oxido-piperazin-4-ium-1-yl)pyrazin-2-yl]amino]phenyl]piperidine-1-carboxylate